3-(3-hydroxy-5-(1-propyl-1H-pyrazol-4-yl)picolinamido)-2,2-dimethylpropanoic acid OC=1C(=NC=C(C1)C=1C=NN(C1)CCC)C(=O)NCC(C(=O)O)(C)C